1,7-bis-(triethoxysilyl)-4,4-bis(dimethylphosphono)heptane C(C)O[Si](CCCC(CCC[Si](OCC)(OCC)OCC)(P(=O)(OC)OC)P(=O)(OC)OC)(OCC)OCC